tert-butyl (3S,4S)-3-(6-fluoro-2-methyl-4-carbonylquinolin-1(4H)-yl)-4-hydroxypyrrolidine-1-carboxylate FC=1C=C2C(C=C(N(C2=CC1)[C@H]1CN(C[C@@H]1O)C(=O)OC(C)(C)C)C)=C=O